1,3-diazetidine N1CNC1